C12(CCC(CC1)C2(C)C)C endo-bornane